(S)-2-(pivaloyloxy)ethyl 8-(2-amino-6-((R)-1-(4-chloro-2-(3-methyl-1H-pyrazol-1-yl)phenyl)-2,2,2-trifluoroethoxy)pyrimidin-4-yl)-2,8-diazaspiro[4.5]decane-3-carboxylate NC1=NC(=CC(=N1)N1CCC2(C[C@H](NC2)C(=O)OCCOC(C(C)(C)C)=O)CC1)O[C@@H](C(F)(F)F)C1=C(C=C(C=C1)Cl)N1N=C(C=C1)C